[3-(1-methyl-2-oxo-ethyl)phenyl]acetic acid CC(C=O)C=1C=C(C=CC1)CC(=O)O